Cl.CC1CNCCC1C=1C=C2CN(C(C2=CC1)=O)C1C(NC(CC1)=O)=O 3-(5-(3-methylpiperidin-4-yl)-1-oxoisoindolin-2-yl)piperidine-2,6-dione hydrochloride